(R)-N-(4-hydroxybut-2-yl)-4-(isopropylamino)-2-(thiazol-5-yl)thieno[2,3-b]pyridine-5-carboxamide OCC[C@@H](C)NC(=O)C=1C(=C2C(=NC1)SC(=C2)C2=CN=CS2)NC(C)C